FC(N1N=CC(=C1)SC=1C=C2C=NN(C(C2=CC1)=O)CC1=NN(C=C1)C1OCCCC1)F 6-((1-(difluoromethyl)-1H-pyrazol-4-yl)thio)-2-((1-(tetrahydro-2H-pyran-2-yl)-1H-pyrazol-3-yl)methyl)phthalazin-1(2H)-one